Ethyltiglat C(C)OC(\C(\C)=C\C)=O